N-((1R)-2-((3,5-difluoro-4-(trimethylsilyl)phenyl)amino)-1-(4-(methoxymethyl)phenyl)-2-oxoethyl)-3-hydroxy-N-methyl-1,2-oxazole-5-carboxamide FC=1C=C(C=C(C1[Si](C)(C)C)F)NC([C@@H](C1=CC=C(C=C1)COC)N(C(=O)C1=CC(=NO1)O)C)=O